stilbene-2,2'-disulfonic acid disodium salt [Na+].[Na+].C=1(C(=CC=CC1)S(=O)(=O)[O-])C=CC=1C(=CC=CC1)S(=O)(=O)[O-]